ClC=1C=C(C=CC1F)C=1N=C(SC1C1CC1)NS(=O)(=O)C1=NC=C(C=C1)/N=C/C1=C(C(=CC=C1)OC)O (E)-N-(4-(3-chloro-4-fluorophenyl)-5-cyclopropylthiazol-2-yl)-5-((2-hydroxy-3-methoxybenzylidene)amino)pyridine-2-sulfonamide